OC(CCC(=O)OCC)CCC Ethyl 4-Hydroxyheptanoate